ClC1=NC=C(C(=C1)C1=C(C=NC(=C1)C)C(=O)NC=1SC(=NN1)CC(=O)N(C)C)OC 2'-chloro-N-(5-(2-(dimethylamino)-2-oxoethyl)-1,3,4-thiadiazol-2-yl)-5'-methoxy-6-methyl-(4,4'-bipyridine)-3-carboxamide